(1-(4-cyclopropyl-2-ethyl-5-(5-methoxy-4H-1,2,4-triazol-3-yl)benzoyl)-4-fluoropiperidin-4-yl)benzonitrile C1(CC1)C1=CC(=C(C(=O)N2CCC(CC2)(F)C2=C(C#N)C=CC=C2)C=C1C1=NN=C(N1)OC)CC